N-[1-hydroxy-2-(1-methyl-1H-pyrazol-3-yl)propan-2-yl]-2-methyl-5-[(pyridin-2-yl)methoxy]-2H-indazole-3-carboxamide OCC(C)(C1=NN(C=C1)C)NC(=O)C=1N(N=C2C=CC(=CC12)OCC1=NC=CC=C1)C